5-chloro-2,4-difluoro-N-pyridazin-3-ylbenzenesulfonamide ClC=1C(=CC(=C(C1)S(=O)(=O)NC=1N=NC=CC1)F)F